1-[(1S)-1-(2-pyrimidin-2-yl-1,2,4-triazol-3-yl)ethyl]-3-(2-thiazol-2-ylphenyl)urea N1=C(N=CC=C1)N1N=CN=C1[C@H](C)NC(=O)NC1=C(C=CC=C1)C=1SC=CN1